NC1=C(C=NN1C1=CC=C(C=C1)F)C(=O)C1=CC(=CC=C1)OC[C@@H](CO)O [5-Amino-1-(4-fluorophenyl)-1H-pyrazol-4-YL](3-{[(2R)-2,3-dihydroxypropyl]oxy}phenyl)methanone